C(CCC)OC(=O)C=1N=CN(C1)CC1=CC=C(C=C1)SCC1=CC2=CC=CC=C2C=C1 1-(4-((Naphthalen-2-ylmethyl)thio)benzyl)-1H-imidazole-4-carboxylic acid butyl ester